4-(N-methylamino)phenyl-boronic acid CNC1=CC=C(C=C1)B(O)O